NC1CN(C1)C1=NC=C(C=N1)C1=CC2=C(N=C3N2[C@H]2C4=C(C(N([C@@H]3C2)C([2H])([2H])[2H])=O)C=CC=C4C#CC)C=C1 (7R,14R)-11-(2-(3-aminoazetidin-1-yl)pyrimidin-5-yl)-6-(methyl-d3)-1-(prop-1-yn-1-yl)-6,7-dihydro-7,14-methanobenzo[f]benzo[4,5]imidazo[1,2-a][1,4]diazocin-5(14H)-one